C(#C)[C@H]1OCCC1 (S)-2-ethynyltetrahydrofuran